N-(2,3-dihydro-1H-inden-2-yl)-5-(5-oxa-2,6-diazaspiro[3.4]oct-6-en-7-yl)pyrimidin C1C(CC2=CC=CC=C12)N1CN=CC(=C1)C1=NOC2(CNC2)C1